(R)-N,N-BIS(4-METHOXYBENZYL)-1-(PYRIDIN-2-YL)PENT-4-ENE-1-SULFONAMIDE COC1=CC=C(CN(S(=O)(=O)[C@H](CCC=C)C2=NC=CC=C2)CC2=CC=C(C=C2)OC)C=C1